diphenyl[(biphenylyl)benzselenophenyl]triazine C1(=CC=CC=C1)C1=C(C(=NN=N1)C=1[Se]C2=C(C1C1=C(C=CC=C1)C1=CC=CC=C1)C=CC=C2)C2=CC=CC=C2